COC=1C=C2C=NC=NC2=CC1OCCCN1CCOCC1 6-methoxy-7-(3-morpholinopropoxy)quinazoline